2-Oxaspiro[3.5]non-7-en-6-one C1OCC12CC(C=CC2)=O